N-(2,6-difluoro-3-(5-(2-(pyrrolidin-1-yl)pyrimidin-5-yl)-1H-pyrrolo[2,3-b]pyridine-3-carbonyl)phenyl)-3,3,3-trifluoropropane-1-sulfonamide FC1=C(C(=CC=C1C(=O)C1=CNC2=NC=C(C=C21)C=2C=NC(=NC2)N2CCCC2)F)NS(=O)(=O)CCC(F)(F)F